2,6-difluoro-4-((methylsulfonyl)methyl)benzoic acid FC1=C(C(=O)O)C(=CC(=C1)CS(=O)(=O)C)F